FC=1C=C2C(C(C(N(C2=CC1)C)=O)C(=O)OCC)=O ethyl 6-fluoro-1-methyl-2,4-dioxo-1,2,3,4-tetrahydroquinoline-3-carboxylate